BrCC1=C(C=C(C=C1)NC(C(C)NC([C@H](C)NC(OCC)=O)=O)=O)OC ethyl ((s)-1-(((e)-1-((4-(bromomethyl)-3-methoxyphenyl)amino)-1-oxopropan-2-yl)amino)-1-oxopropan-2-yl)carbamate